NC1=CC(=CN=N1)C1=CC(=C2C=NNC2=C1)OCCOCCCCNCC=1C=C(C=C(C1)OC(F)(F)F)CC#N 2-(3-(((4-(2-((6-(6-aminopyridazin-4-yl)-1H-indazol-4-yl)oxy)ethoxy)butyl)amino)methyl)-5-(trifluoromethoxy)phenyl)acetonitrile